C(C1=CC=CC=C1)OC(NCCN(CCCC(=O)Cl)CCCC(=O)Cl)=O {2-[bis-(3-chlorocarbonyl-propyl)-amino]-ethyl}-carbamic acid benzyl ester